FC(OC1=NN(C(=C1)C)C1=NC(=CC=C1C(C)O)N1C=NC2=C1C=C(C(=C2)NC=2N=NC(=CC2)C)OC2COC2)F 1-[2-[3-(difluoromethoxy)-5-methyl-pyrazol-1-yl]-6-[5-[(6-methylpyridazin-3-yl)amino]-6-(oxetan-3-yloxy)benzimidazol-1-yl]-3-pyridyl]ethanol